phenanthrene-3,7(4H)-dione C=1CC(CC2=C3C=CC(C=C3C=CC12)=O)=O